tert-butyl 4-[(dimethylamino)methylidene]-3,5-dioxopiperidine-1-carboxylate CN(C)C=C1C(CN(CC1=O)C(=O)OC(C)(C)C)=O